C(#N)C=1N(C2=CC=C(C(=C2C1)C)CN1CCC2(CN(C2)C2=NC=NC3=CC=C(C=C23)CC(F)(F)F)CC1)CC1CCC(CC1)NS(=O)(=O)CC N-(1R,4R)-[4-[[2-cyano-4-methyl-5-[[2-[6-(2,2,2-trifluoroethyl)quinazolin-4-yl]-2,7-diazaspiro[3.5]nonan-7-yl]methyl]indol-1-yl]methyl]cyclohexyl]ethanesulfonamide